6-bromo-4-fluoro-2,3,3-trimethylisoindolin-1-one BrC1=CC(=C2C(N(C(C2=C1)=O)C)(C)C)F